2-methoxy-5-(1-methyl-1H-pyrazol-4-yl)-4-(4-morpholinopiperidin-1-yl)aniline COC1=C(N)C=C(C(=C1)N1CCC(CC1)N1CCOCC1)C=1C=NN(C1)C